ClC1=NC=CC(=C1)N1[C@H]([C@@H](NCC1)C)C |r| (±)-1-(2-chloropyridin-4-yl)-trans-2,3-dimethylpiperazine